(N-[4-Amino-5-(pyridin-4-carbonyl)thiazol-2-yl]-4-fluoroanilino)propanamid NC=1N=C(SC1C(=O)C1=CC=NC=C1)N(C1=CC=C(C=C1)F)C(C(=O)N)C